4-decyloxy-4'-(10-diazoacetoxydecyloxy)azobenzene C(CCCCCCCCC)OC1=CC=C(C=C1)N=NC1=CC=C(C=C1)OCCCCCCCCCCOC(C=[N+]=[N-])=O